N1=CC=C(C=C1)N1N=CN=C1C1=CC=C(OCC2=NC3=CC=CC=C3C=C2)C=C1 2-[4-(2-pyridin-4-yl-2H-[1,2,4]triazol-3-yl)-phenoxymethyl]-quinoline